BrC1(CCCC1)C(=O)C1=C(C=CC=C1)I (1-Bromocyclopentyl)(2-iodophenyl)methanone